O1CC(C=C1)=O 3(2H)-furanone